3-(phenylthio)biphenyl C1(=CC=CC=C1)SC=1C=C(C=CC1)C1=CC=CC=C1